CC1=CC=C(C(=O)C=2C=C(C(=C(C(=O)P(C3=CC=CC=C3)=O)C2C)C)C(C2=CC=C(C=C2C)C)=O)C(=C1)C bis(4,6-dimethylbenzoyl)phenyl-2,6-dimethylbenzoyl-phosphine oxide